COC(=O)N1[C@@H]([C@@]2(CCOC(N2)=O)CCC1)CC=1C=C(C=CC1)C1=CC=CC=C1 (6S,7R)-7-({[1,1'-Biphenyl]-3-yl}methyl)-2-oxo-3-oxa-1,8-diazaspiro[5.5]undecane-8-carboxylic acid methyl ester